C(C)(=O)C=1C(=C(C=CC1)C(C1CC2CCC(C1)N2C(=O)OC(C)(C)C)(F)F)F tert-butyl 3-((3-acetyl-2-fluorophenyl) difluoromethyl)-8-azabicyclo[3.2.1]octane-8-carboxylate